CC(=C)C=CC 2-Methyl-1,3-pentadien